tert-Butyl 6-((6-isopropyl-1H-pyrrolo[2,3-b]pyridin-1-yl)methyl)-2-azaspiro[3.3]heptane-2-carboxylate C(C)(C)C1=CC=C2C(=N1)N(C=C2)CC2CC1(CN(C1)C(=O)OC(C)(C)C)C2